C(CCCC)[C@@H]1CC[C@H](CC1)C1=CC=C(OC(=O)C2=CC=C(OCCCCCCOC(C(=C)C)=O)C=C2)C=C1 1-(6-(4-(4-(trans-4-pentylcyclohexyl)phenoxycarbonyl)phenoxy)hexyloxy)-2-methylprop-2-en-1-one